BrC=1C=CC=NC1C#N 5-bromo-6-cyanopyridin